methyl 2-(4-(4,4,5,5-tetramethyl-1,3,2-dioxaborolan-2-yl)-1H-pyrazol-1-yl)acetate CC1(OB(OC1(C)C)C=1C=NN(C1)CC(=O)OC)C